CNC1CC2(CC2CC1)OC=1C=2N(C=C(N1)C=1C=NN(C1)C)N=CC2 N-methyl-1-((6-(1-methyl-1H-pyrazol-4-yl)pyrazolo[1,5-a]pyrazin-4-yl)oxy)bicyclo[4.1.0]heptan-3-amine